cis-2-((2-(3,5-difluorophenyl)-1,3-thiazol-4-yl)methyl-1-((1-methylcyclobutyl)carbonyl)pyrrolidin-3-yl)ethanesulfonamide FC=1C=C(C=C(C1)F)C=1SC=C(N1)C[C@@H]1N(CC[C@@H]1CCS(=O)(=O)N)C(=O)C1(CCC1)C